FC=1C=C(C=CC1F)N1C(CCCC1=O)C1=NC2=C(N1C=1SC(=CN1)S(=O)(=O)NC)C=CC(=C2)C=2C(=NOC2C)C 2-(2-(1-(3,4-difluorophenyl)-6-oxopiperidin-2-yl)-5-(3,5-dimethylisoxazol-4-yl)-1H-benzo[d]imidazol-1-yl)-N-methylthiazole-5-sulfonamide